NC(CNC(=O)NC1=NC=2N(C=C1)N=C(C2C2=CC(=NC(=C2)C)Cl)C2=CC(=CC=C2)C#N)(C)C 1-(2-amino-2-methyl-propyl)-3-[3-(2-chloro-6-methyl-4-pyridyl)-2-(3-cyanophenyl)pyrazolo[1,5-a]pyrimidin-5-yl]urea